CNC=1N=CC(=C2C=C(N=CC12)NC(=O)C1CC1)C#CC1=CC=C(C=C1)N1C[C@@H](OCC1)C (S)-N-(8-(methylamino)-5-((4-(2-methylmorpholino)phenyl)ethynyl)-2,7-naphthyridin-3-yl)cyclopropanecarboxamide